(S)-N-(3-(1-((4-methyl-4H-1,2,4-triazol-3-yl)thio)ethyl)phenyl)piperidine-1-carboxamide CN1C(=NN=C1)S[C@@H](C)C=1C=C(C=CC1)NC(=O)N1CCCCC1